t-Butyl (3S)-3-[4-[4-[(5-chloro-2-pyridyl)sulfanyl]-3-cyano-pyrazolo[1,5-a]pyridin-6-yl]pyrazol-1-yl]piperidine-1-carboxylate ClC=1C=CC(=NC1)SC=1C=2N(C=C(C1)C=1C=NN(C1)[C@@H]1CN(CCC1)C(=O)OC(C)(C)C)N=CC2C#N